1-(((1-ethylazetidin-3-yl)(methyl)carbamoyl)oxy)-3-(palmitoyloxy)propan-2-yl oleate C(CCCCCCC\C=C/CCCCCCCC)(=O)OC(COC(N(C)C1CN(C1)CC)=O)COC(CCCCCCCCCCCCCCC)=O